C(C)(C)(C)C=1C=C(CC(CSCC(CC2=CC(=C(C(=C2)C(C)(C)C)O)C(C)(C)C)(C(=O)O)C)(C(=O)O)C)C=C(C1O)C(C)(C)C bis[(beta-(3,5-ditert-butyl-4-hydroxybenzyl)-methylcarboxyethyl)] sulphide